6-(2-chlorophenyl)-2-{[4-(1H-imidazol-1-yl)phenyl]amino}imidazo[1,2-a]pyrimido[5,4-e]pyrimidin-5(6H)-one ClC1=C(C=CC=C1)N1C=2N(C3=C(C1=O)C=NC(=N3)NC3=CC=C(C=C3)N3C=NC=C3)C=CN2